2-{[3,5-dicyano-4-ethyl-6-(4-methyl-5-oxo-1,4-diazepan-1-yl)pyridin-2-yl]sulfanyl}-2-phenylacetamide C(#N)C=1C(=NC(=C(C1CC)C#N)N1CCN(C(CC1)=O)C)SC(C(=O)N)C1=CC=CC=C1